1-((1H-Pyrazol-4-yl)methyl)-3-(4-(1,5-dimethyl-1H-indazol-3-yl)phenyl)urea N1N=CC(=C1)CNC(=O)NC1=CC=C(C=C1)C1=NN(C2=CC=C(C=C12)C)C